CC1=C(C(=C(C1([Hf]C=1CC=2C=CC3=C(C2C1CC)C=CC=C3)C)C)C)C pentamethylcyclopentadienyl-(1-ethyl-benz[e]indenyl)hafnium